FC1=C(C=CC=C1OCC(F)(F)F)C=O (2-fluoro-3-(trifluoroethoxy)phenyl)methanone